NC12CN(CC2(C1)C(F)(F)F)C1=C2C=CC=NC2=C(C=C1)C#N 5-[1-amino-5-(trifluoromethyl)-3-azabicyclo[3.1.0]hex-3-yl]quinoline-8-carbonitrile